3-ethyl-2-(3-((2-methoxy-4-(methylsulfonyl)phenyl)amino)prop-1-yn-1-yl)thieno[3,2-b]pyridin C(C)C1=C(SC=2C1=NC=CC2)C#CCNC2=C(C=C(C=C2)S(=O)(=O)C)OC